ClC1=CC=C(C=C1)CS(=O)CC1=CC=C(C=C1)Cl (R)-4-chloro-phenylmethyl sulfoxide